(S)-7-((4-Methylnaphthalen-1-yl)methyl)-2-((1-Methylpyrrolidin-2-yl)methoxy)imidazo[2,1-f][1,2,4]triazin-4-ol CC1=CC=C(C2=CC=CC=C12)CC1=CN=C2C(=NC(=NN21)OC[C@H]2N(CCC2)C)O